O=C1N(C[C@@H](C1)CCC)[C@H](C(=O)N)CC (2S)-2-[(4R)-2-oxo-4-n-propyl-1-pyrrolidinyl]butyramide